(4-((2R,4s,6S)-2-cyano-7-((5-cyclopropyl-7-methyl-1H-indol-4-yl)methyl)-7-azaspiro[3.5]nonan-6-yl)benzoyl)glycine C(#N)C1CC2(C1)C[C@H](N(CC2)CC2=C1C=CNC1=C(C=C2C2CC2)C)C2=CC=C(C(=O)NCC(=O)O)C=C2